(7R,14R)-11-(2-(2-aminoethoxy)pyrimidin-5-yl)-6-(methyl-d3)-1-(prop-1-yn-1-yl)-6,7-dihydro-7,14-methanobenzo[f]benzo[4,5]imidazo[1,2-a][1,4]diazocin-5(14H)-one NCCOC1=NC=C(C=N1)C1=CC2=C(N=C3N2[C@H]2C4=C(C(N([C@@H]3C2)C([2H])([2H])[2H])=O)C=CC=C4C#CC)C=C1